CC1=CC2=C(C=NS2)C=C1 6-methylbenzo[d]isothiazole